N1(CCCCC1)CCCCO 4-(piperidin-1-yl)-butanol